ClC1=C(C=CC=C1Cl)C1=C(C=CC(=C1)Cl)Cl 2,2',3,5'-tetrachlorobiphenyl